Cl.ClC1=CC=C(C=C1)C1=C(C=CC=C1)NC1CCNCC1 N-(4'-chloro-[1,1'-biphenyl]-2-yl)piperidin-4-amine hydrochloride